(S)-3-[2-(2-{[1-(2,2-difluoroethyl)-1H-pyrazol-4-yl]sulfonyl}-2H,4H,5H,6H-pyrrolo[3,4-c]pyrazol-5-yl)-2-oxoethyl]-2,3-dihydro-1H-indol-2-one FC(CN1N=CC(=C1)S(=O)(=O)N1N=C2C(=C1)CN(C2)C(C[C@@H]2C(NC1=CC=CC=C21)=O)=O)F